CC1=C(C(=C(C=C1)[B-](C1=CC=CC=C1)(C1=CC=CC=C1)C1=CC=CC=C1)C1CCCCC1)C Dimethylcyclohexyl-tetraphenylborat